7-bromo-1-(hydroxymethyl)-4-oxo-3,4-dihydropyrido[3,4-d]pyridazine BrC1=CC2=C(C(NN=C2CO)=O)C=N1